COC1=C2C=C(NC2=CC=C1)C(=O)N[C@H](C(=O)OC(C)(C)C)C[Si](C)(C)C tert-butyl (2R)-2-[(4-methoxy-1H-indole-2-carbonyl)amino]-3-trimethylsilyl-propanoate